1-((1R,5S,6r)-6-((4-methoxy-5-(pyrazolo[1,5-a]pyridin-5-yl)pyrrolo[2,1-f][1,2,4]triazin-2-yl)amino)-3-azabicyclo[3.1.0]hexan-3-yl)ethan-1-one COC1=NC(=NN2C1=C(C=C2)C2=CC=1N(C=C2)N=CC1)NC1[C@@H]2CN(C[C@H]12)C(C)=O